9'-(2,5,6-tris(3,6-dimethyl-9H-carbazol-9-yl)-4-(2-(2,6-dimethylpyridin-3-yl)phenyl)pyridin-3-yl)-9'H-9,3':6',9''-tercarbazole CC=1C=CC=2N(C3=CC=C(C=C3C2C1)C)C1=NC(=C(C(=C1N1C2=CC=C(C=C2C=2C=C(C=CC12)N1C2=CC=CC=C2C=2C=CC=CC12)N1C2=CC=CC=C2C=2C=CC=CC12)C1=C(C=CC=C1)C=1C(=NC(=CC1)C)C)N1C2=CC=C(C=C2C=2C=C(C=CC12)C)C)N1C2=CC=C(C=C2C=2C=C(C=CC12)C)C